(9Z,27Z)-hexatriacont-9,27-dien-18-yl O-(tert-butyl)-N-(Nω-(2,2,4,6,7-pentamethyl-2,3-dihydrobenzofuran-5-yl)arginyl)serinate C(C)(C)(C)OC[C@H](NC([C@@H](N)CCCNC(NC=1C(=C(C2=C(CC(O2)(C)C)C1C)C)C)=N)=O)C(=O)OC(CCCCCCC\C=C/CCCCCCCC)CCCCCCCC\C=C/CCCCCCCC